CC1=C(C=CC(=C1)OC1=NC=CC=C1)C1=C2CNC(C2=CC=C1)=O 4-(2-methyl-4-(pyridin-2-yloxy)phenyl)isoindolin-1-one